Cl.IC1=CC(=C(C(=O)NC=2C=C3C=CC=NC3=C(N2)C2CCNCC2)C=C1)N1CCC2(CC2)CC1 4-iodo-N-(8-(piperidin-4-yl)-1,7-naphthyridin-6-yl)-2-(6-azaspiro[2.5]oct-6-yl)benzamide hydrochloride